CN(S(=O)(=O)C=1C=C(C(=O)NC2=CC=NC=C2)C=CC1)C1=CC=C(C=C1)C 3-(N-methyl-N-(p-tolyl)sulfamoyl)-N-(pyridin-4-yl)benzamide